N-[3-[[3-(1,3-dioxolan-2-yl)-2-fluoro-4-isopropyl-phenoxy]methyl]phenyl]carbamic acid tert-butyl ester C(C)(C)(C)OC(NC1=CC(=CC=C1)COC1=C(C(=C(C=C1)C(C)C)C1OCCO1)F)=O